FC(C(=O)NCCC1=CC=C(C=C1)[N+](=O)[O-])(F)F 2,2,2-trifluoro-N-(4-nitrophenylethyl)acetamide